2,2-dichloro-3-(3,4-dichloro-5-trifluoromethylphenyl)cyclopropane-1-carbonyl chloride ClC1(C(C1C1=CC(=C(C(=C1)C(F)(F)F)Cl)Cl)C(=O)Cl)Cl